2-amino-5-chloro-3,N-dimethylbenzamide hydrogen sulfate S(=O)(=O)(O)O.NC1=C(C(=O)NC)C=C(C=C1C)Cl